ClC1=NC=CC(=C1)C1CN(C1)C(=O)OC(C)(C)C tert-butyl 3-(2-chloropyridin-4-yl)azetidine-1-carboxylate